2-(2,6-dioxopiperidin-3-yl)-4-(4-hydroxypiperidin-1-yl)isoindoline-1,3-dione O=C1NC(CCC1N1C(C2=CC=CC(=C2C1=O)N1CCC(CC1)O)=O)=O